FC1=CC=C(C=C1)C1=NNC=C1C1N(C2=CC=CC=C2C(N1)=O)C 2-[3-(4-Fluorophenyl)-1H-pyrazol-4-yl]-1-methyl-2,3-dihydro-quinazolin-4-one